C(C)OCCOCC 2-ethoxyethyl ethyl ether